ClC1=C(OC2=CC=CC3=C2NC(=NS3(=O)=O)NCC=3C(=NC=CC3)F)C=CC=C1 5-(2-chlorophenoxy)-3-(((2-fluoropyridin-3-yl)methyl)amino)-4H-benzo[e][1,2,4]thiadiazine 1,1-dioxide